FC1=C(C=C(C=C1)OC=1C(=C2C=CNC2=CC1F)C)C1=NN(C=C1)CC=1C=C(C=CC1)CCC(=O)O 3-(3-((3-(2-fluoro-5-((6-fluoro-4-methyl-1H-indol-5-yl)oxy)phenyl)-1H-pyrazol-1-yl)methyl)phenyl)propanoic acid